BrC1=CC(=NC=C1)F 4-Bromo-2-fluoropyridine